4-[(tert-butoxycarbonyl) amino] piperidine-4-carboxylate N1CCC(CC1)C(=O)ONC(=O)OC(C)(C)C